3-[(5-Fluoro-2-methylphenyl)amino]-2-(4-fluorophenyl)-1,3-thiazolidin-4-one FC=1C=CC(=C(C1)NN1C(SCC1=O)C1=CC=C(C=C1)F)C